N1CCC(CC1)CCP(OCC1=CC=CC=C1)(OCC1=CC=CC=C1)=O Dibenzyl (2-(piperidin-4-yl)ethyl)phosphonate